(Z)-5-fluoro-1-(3-(4-methylpiperazino)propyl)-3-(methoxyimino)indolin-2-one FC=1C=C2/C(/C(N(C2=CC1)CCCN1CCN(CC1)C)=O)=N/OC